N1(C)C(=O)N(C)C=2N=CNC2C1=O.OCCC(CCCCCCCCCCCCC)N1CCCCC1 1-(2-hydroxyethyl)-tetradecylpiperidine theophylline salt